[Si](C)(C)(C(C)(C)C)OCC1(CC1)C(=O)N(C)C 1-(1-(((tert-butyldimethylsilyl)oxy)methyl)cyclopropyl)-N,N-dimethylformamide